ClC1=NC(=NC(=C1)C)OCC1CC1 4-chloro-2-(cyclopropylmethoxy)-6-methyl-pyrimidine